Cl.N=1N2C(=CC1C=1C=C(C(=NC1)N)O[C@@H](C)C1=NC=CC=C1)[C@]1(CC2)CNCC1 |&1:22| (rac)-5-[5',6'-dihydrospiro[pyrrolidine-3,4'-pyrrolo[1,2-b]pyrazol]-2'-yl]-3-[(1S)-1-(pyridin-2-yl)ethoxy]pyridin-2-amine-hydrochloride salt